4-Chloro-L-PHENYLALANIN ClC1=CC=C(C[C@H](N)C(=O)O)C=C1